C1(CC1)C=1N=CC2=CC3=C(C(=C2C1)S(NCC1(COC1)C)(=O)=O)CC(C3)C(=O)NC=3C=NC=CC3 3-cyclopropyl-5-[(3-methyloxetan-3-yl)methylsulfamoyl]-N-pyridin-3-yl-7,8-dihydro-6H-cyclopenta[g]isoquinoline-7-carboxamide